2-chloro-N-(4-(1-methyl-4-(trifluoromethyl)-1H-imidazol-2-yl)benzyl)furo[3,2-d]pyrimidine ClC1N=CC2=C(N1CC1=CC=C(C=C1)C=1N(C=C(N1)C(F)(F)F)C)C=CO2